FC=1C(=NC(=NC1)NC1=CC=C(C=N1)N1CCN(CC1)C(=O)OCCCC)C=1C=C2C(=CC(=NC2=C(C1)F)C)C(C)(C)O butyl 4-(6-((5-fluoro-4-(8-fluoro-4-(2-hydroxypropan-2-yl)-2-methylquinolin-6-yl)pyrimidin-2-yl)amino)pyridin-3-yl)piperazine-1-carboxylate